OC=1C=C(C=C(C1)O)/C=C/C(=O)N1CCN(CC1)C(C1=C(C=CC=C1)O)=O (E)-3-(3,5-dihydroxyphenyl)-1-[4-(2-hydroxybenzoyl)piperazin-1-yl]prop-2-en-1-one